N-(4-cyano-2-fluorophenyl)-1-(4-methylbenzenesulfonyl)-4-(1-phenylethyl)pyrrole-3-sulfonamide C(#N)C1=CC(=C(C=C1)NS(=O)(=O)C1=CN(C=C1C(C)C1=CC=CC=C1)S(=O)(=O)C1=CC=C(C=C1)C)F